(S)-N-((s)-1-Cyano-2-(9,10-dihydrophenanthren-2-yl)ethyl)-1,4-oxazepane-2-carboxamide C(#N)[C@H](CC1=CC=2CCC3=CC=CC=C3C2C=C1)NC(=O)[C@H]1OCCCNC1